3-Isopropoxypropan-1-amine C(C)(C)OCCCN